4-[3-(trifluoromethoxy)benzamido]Piperazinyl-benzothiazole-6-carboxylic acid ethyl ester C(C)OC(=O)C1=CC2=C(N=C(S2)N2CCN(CC2)NC(C2=CC(=CC=C2)OC(F)(F)F)=O)C=C1